C(C)(C)(C)OC(=O)N1C(C=CC1)C1=NC(=CC=C1)COC1=C(C=C(C=C1)Cl)Cl (6-((2,4-dichlorophenoxy)methyl)pyridin-2-yl)-2,5-dihydro-1H-pyrrole-1-carboxylic acid tert-butyl ester